N-Cyclopropyl-6-(1-methyl-1H-pyrazol-3-yl)-5-[4-(trifluoromethyl)phenoxy]pyridine-2-carboxamide C1(CC1)NC(=O)C1=NC(=C(C=C1)OC1=CC=C(C=C1)C(F)(F)F)C1=NN(C=C1)C